CN(CCC1(C(C=C(C=C1)NC=1N=C(C2=C(N1)NC=C2)C2=CN(C1=CC(=CC=C21)F)C)NCC)NC)C 1-(2-(dimethylamino)ethyl)-N2-ethyl-N4-(4-(6-fluoro-1-methyl-1H-indol-3-yl)-7H-pyrrolo[2,3-d]pyrimidin-2-yl)-N1-methylbenzene-1,2,4-triamine